2-(4-(4-chloro-2-fluorophenyl)piperazin-1-yl)-N-(4-(N,N-dimethylsulfamoyl)phenyl)benzamide ClC1=CC(=C(C=C1)N1CCN(CC1)C1=C(C(=O)NC2=CC=C(C=C2)S(N(C)C)(=O)=O)C=CC=C1)F